N-(3,5-dimethylisoxazol-4-yl)-2-((3-(2,6-dioxopiperidin-3-yl)-1-methyl-1H-indazol-7-yl)oxy)acetamide CC1=NOC(=C1NC(COC=1C=CC=C2C(=NN(C12)C)C1C(NC(CC1)=O)=O)=O)C